N1(CCCCCCC1)C1=CC=C(C=C1)C=1SC(=CN1)C=1C=C(C(=C(C=O)C1)O)F 5-(2-(4-(azocan-1-yl)phenyl)thiazol-5-yl)-3-fluoro-2-hydroxybenzaldehyde